OC(CN1N=CC(=C1)C1=NC(=CC(=N1)N1CC2(C1)CCN(CC2)C(C)=O)NC=2SC=CN2)(C)C 1-(2-(2-(1-(2-hydroxy-2-methylpropyl)-1H-pyrazol-4-yl)-6-(thiazol-2-ylamino)pyrimidin-4-yl)-2,7-diazaspiro[3.5]nonan-7-yl)ethan-1-one